tert-Butyl 2-[4-(4-chlorophenyl)-5-(4-pyridyl)imidazol-1-yl]acetate ClC1=CC=C(C=C1)C=1N=CN(C1C1=CC=NC=C1)CC(=O)OC(C)(C)C